C(#N)C=1C=C2C(=NN(C2=CC1F)C[C@@H]1CC[C@H](CC1)C(=O)O)C trans-4-[(5-cyano-6-fluoro-3-methyl-indazol-1-yl)methyl]cyclohexanecarboxylic acid